1-methyl-3-(2-ethylhexyl)imidazolium lactate C(C(O)C)(=O)[O-].CN1C=[N+](C=C1)CC(CCCC)CC